CC=1N=C2N(N=CC=C2CO)C1 (2-methylimidazo[1,2-b]pyridazin-8-yl)methanol